OC1=CC(=C(C=C1)C1=CC=C(C=C1)C1=N[C@H](C=2N(C3=C1C(=C(S3)C)C)C(=NN2)C)CC(=O)OC)OC(F)(F)F methyl {(6S)-4-[4'-hydroxy-2'-(trifluoromethoxy)[1,1'-biphenyl]-4-yl]-2,3,9-trimethyl-6H-thieno[3,2-f][1,2,4]triazolo[4,3-a][1,4]diazepin-6-yl}acetate